4-(sec-butylcyclohexyl)-5-nitroisophthalamide C(C)(CC)C1(CCCCC1)C1=C(C=C(C(=O)N)C=C1[N+](=O)[O-])C(=O)N